COC1=CC2=C(N=CN2)C=C1OC 5,6-dimethoxybenzimidazole